5-((((3'-chloro-2'-(2-chloro-3-((3-(((2-hydroxypropyl)amino)methyl)-2-methoxyphenyl)amino)phenyl)-6-methoxy-[2,4'-bipyridin]-5-yl)methyl)amino)methyl)pyrrolidin-2-one ClC=1C(=NC=CC1C1=NC(=C(C=C1)CNCC1CCC(N1)=O)OC)C1=C(C(=CC=C1)NC1=C(C(=CC=C1)CNCC(C)O)OC)Cl